C(C)N(C=1C2=C(N=C(N1)N(CCOC)CCOC)C(=NC(=N2)N(CCOC)CCOC)N2CCC(CC2)OC)CC N4,N4-diethyl-N2,N2,N6,N6-tetrakis(2-methoxyethyl)-8-(4-methoxypiperidin-1-yl)pyrimido[5,4-d]pyrimidine-2,4,6-triamine